CC(OC(NCC=1C(=CC=CC1)CNC(=O)OC(C)(C)C)=O)(C)C tetra-methylxylylenediurethane